C(C)C(C(=O)N)C1=CC(=CC=C1)C ethyl-2-(3-methylphenyl)acetamide